C(#C)C1(CC1)NC1=NCN(C2=CC(=CC(=C12)OC)C(F)(F)F)C=1C=NC=CC1 4-((1-ethynylcyclopropyl)amino)-5-methoxy-1-(pyridin-3-yl)-7-(trifluoromethyl)quinazolin